methylimidazole trifluoromethanesulfonate FC(S(=O)(=O)O)(F)F.CC=1NC=CN1